5-(phenylsulfonyl)-[1,3]dioxolo[4,5-f]indole C1(=CC=CC=C1)S(=O)(=O)N1C=CC=2C=C3C(=CC12)OCO3